C1(CC1)N(C(=O)N1CCN(CC1)C=1C=2N(C=C(C1)S(NC1(CC1)C)(=O)=O)C(=CN2)C=2SC(=NN2)C(F)F)C N-cyclopropyl-4-(3-(5-(difluoromethyl)-1,3,4-thiadiazol-2-yl)-6-(N-(1-methylcyclopropyl)sulfamoyl)imidazo[1,2-a]pyridin-8-yl)-N-methylpiperazine-1-carboxamide